ClC1=C(C=CC=C1Cl)[C@@H]([C@H](C)O)O 1-(2,3-dichlorophenyl)-(S,S)-1,2-propanediol